(2R,4S)-N-(2-chloropyrimidin-5-yl)-4-fluoro-pyrrolidine-2-carboxamide ClC1=NC=C(C=N1)NC(=O)[C@@H]1NC[C@H](C1)F